(S)-N2-(piperidin-3-yl)-N4-(quinolin-3-yl)-5-(trifluoromethyl)pyrimidine-2,4-diamine N1C[C@H](CCC1)NC1=NC=C(C(=N1)NC=1C=NC2=CC=CC=C2C1)C(F)(F)F